N-(1-cyanocyclopropyl)-9-(5-(di-fluoromethyl)-1,3,4-thiadiazol-2-yl)-4-(1-(2-methoxyacetyl)piperidin-4-yl)-9H-pyrimido[4,5-b]indole-7-sulfonamide C(#N)C1(CC1)NS(=O)(=O)C1=CC=C2C3=C(N(C2=C1)C=1SC(=NN1)C(F)F)N=CN=C3C3CCN(CC3)C(COC)=O